CC1=C(C=CC=C1C(=O)OC)O 2-methyl-3-methoxycarbonyl-phenol